ClC=1C(=NC=CC1C1=C(C(=CC=C1)C1=NC(=C(C=C1)CNC)OC)Cl)C1=CC(=C(CN2CC3(C2)CNC(C3)=O)C=C1)OC 2-(4-(3-chloro-4-(2-chloro-3-(6-methoxy-5-((methylamino)methyl)pyridin-2-yl)phenyl)pyridin-2-yl)-2-methoxybenzyl)-2,6-diazaspiro[3.4]octan-7-one